N-(2-(2,4-dichlorophenyl)-2-hydroxy-3-(1H-1,2,4-triazol-1-yl)propyl)-2-(6-methoxynaphthalen-2-yl)-N-methylpropanamide ClC1=C(C=CC(=C1)Cl)C(CN(C(C(C)C1=CC2=CC=C(C=C2C=C1)OC)=O)C)(CN1N=CN=C1)O